BrC1=CC=CC=2C=3N(C(=NC12)N[C@H]1C(NCC1)=O)N=C(N3)C=3C=NN(C3)C (3R)-3-{[7-bromo-2-(1-methyl-1H-pyrazol-4-yl)[1,2,4]triazolo[1,5-c]quinazolin-5-yl]amino}pyrrolidin-2-one